C(CCCCCC(C)C)C1(CCC(CC1)C(=O)O)CCCCCCC(C)C.C(CCCCCC(C)C)C1(CCC(CC1)C(=O)O)CCCCCCC(C)C diisononylcyclohexanoate (diisononyl cyclohexanoate)